6-secondary butyl-quinoline C(C)(CC)C=1C=C2C=CC=NC2=CC1